FC1=CC=C(C=C1)C1=C(C=CC=C1)NC([C@H](C)NC(OC(C)(C)C)=O)=O tert-butyl (S)-(1-((4'-fluoro-[1,1'-biphenyl]-2-yl)amino)-1-oxopropan-2-yl)carbamate